N1C(=NC2=C1C=CC=C2)C=2C=C(C=CC2)NC2=NC=C(C=N2)C2=NC=NC=C2 N-[3-(1H-benzo[d]imidazol-2-yl)phenyl]-[4,5'-bipyrimidin]-2'-amine